1-(2-Bromoethyl)-4-nitrobenzene BrCCC1=CC=C(C=C1)[N+](=O)[O-]